NC=1C(=C2C=CN(C(C2=CN1)=O)CC1=CC=CC=C1)I 6-amino-2-benzyl-5-iodo-2,7-naphthyridin-1(2H)-one